7-(5-iodo-7-pentyl-7H-pyrrolo[2,3-d]pyrimidin-4-yloxy)-4-methylcoumarin IC1=CN(C=2N=CN=C(C21)OC2=CC=C1C(=CC(OC1=C2)=O)C)CCCCC